ClC1=CC2=C(N=C(N=C2NCC=2SC=CC2)N2CCNCC2)C=N1 6-chloro-2-(piperazin-1-yl)-N-(thiophen-2-ylmethyl)pyrido[3,4-d]Pyrimidine-4-amine